(10S)-5-[(4-chlorophenyl)methyl]-8-(3-hydroxypropyl)-4-[3-(trifluoromethoxy)phenoxy]-1,3,5,8-tetraazatricyclo[8.3.0.0[2,6]]tridec-2(6),3-diene-7,9-dione ClC1=CC=C(C=C1)CN1C(=NC=2N3CCC[C@H]3C(N(C(C12)=O)CCCO)=O)OC1=CC(=CC=C1)OC(F)(F)F